[Na].S=CCC sulfenyl-propane sodium